N-ethyl-N-(2,2,2-trifluoro-1-(4-fluorophenyl)ethyl)pyrazine-2-sulfonamide C(C)N(S(=O)(=O)C1=NC=CN=C1)C(C(F)(F)F)C1=CC=C(C=C1)F